NC1(COC1)C1=CC=C(C=C1)[C@H](C(=O)OCC=C)C(C)C |r| (±)-Allyl 2-[4-(3-aminooxetan-3-yl)phenyl]-3-methyl-butanoate